N-[2-(3,5-Dimethyl-1H-pyrazol-1-yl)-[1,3]thiazolo[5,4-c]pyridin-6-yl]-5-(morpholin-4-yl)-6-[(pyrrolidin-1-yl)methyl]pyridin-2-amine CC1=NN(C(=C1)C)C=1SC=2C=NC(=CC2N1)NC1=NC(=C(C=C1)N1CCOCC1)CN1CCCC1